C[C@H]1N([C@H](CN(C1)C1=NC2=CC=C(C=C2N=C1)C(F)(F)F)C)C(=O)OC1CC2(CN(C2)CC2=CC=C(C=C2)C(N)=O)C1 2-[(4-carbamoylphenyl)methyl]-2-azaspiro[3.3]heptan-6-yl (2R,6S)-2,6-dimethyl-4-[6-(trifluoromethyl)quinoxalin-2-yl]piperazine-1-carboxylate